3-[(3,5-difluorophenyl)methyl]-2,2-dimethyl-6-{[2-(1-methylpyrazol-4-yl)-4-pyridyl]oxy}-1,3-benzoxazin-4-one FC=1C=C(C=C(C1)F)CN1C(OC2=C(C1=O)C=C(C=C2)OC2=CC(=NC=C2)C=2C=NN(C2)C)(C)C